COC=1C(C(C(C(=O)O)=CC1[C@H]1COCC1)[N+](=O)[O-])=O 4-methoxy-2-nitro-5-[(3S)-tetrahydrofuran-3-yl]oxo-benzoic acid